(S)-3-amino-3-(5-(2-methylbenzyl)thiophen-2-yl)propionic acid ethyl ester C(C)OC(C[C@@H](C=1SC(=CC1)CC1=C(C=CC=C1)C)N)=O